CC(CC=O)CC\C=C(/CC)\C (Z)-3,7-dimethyl-non-6-enal